(S)-N-(7-(3-hydroxy-3-methylbut-1-yn-1-yl)-5-methyl-4-oxo-2,3,4,5-tetrahydrobenzo[b][1,4]oxazepin-3-yl)-4-((6-(trifluoromethyl)pyridin-3-yl)oxy)picolinamide OC(C#CC1=CC2=C(OC[C@@H](C(N2C)=O)NC(C2=NC=CC(=C2)OC=2C=NC(=CC2)C(F)(F)F)=O)C=C1)(C)C